bis(2-oxo-3-oxazolidinyl)phosphonic chloride C1COC(=O)N1P(=O)(N2CCOC2=O)Cl